racemic-2-(3-ethoxy-4-methoxyphenyl)-1-(methylsulphonyl)-eth-2-ylamine C(C)OC=1C=C(C=CC1OC)[C@H](CS(=O)(=O)C)N |r|